The molecule is a 2,3-trans-enoyl CoA(4-) obtained by deprotonation of the phosphate and diphosphate OH groups of (2E,21Z,24Z,27Z,30Z)-hexatriacontapentaenoyl-CoA; major species at pH 7.3. It is a conjugate base of a (2E,21Z,24Z,27Z,30Z)-hexatriacontapentaenoyl-CoA. CCCCC/C=C\\C/C=C\\C/C=C\\C/C=C\\CCCCCCCCCCCCCCCCC/C=C/C(=O)SCCNC(=O)CCNC(=O)[C@@H](C(C)(C)COP(=O)([O-])OP(=O)([O-])OC[C@@H]1[C@H]([C@H]([C@@H](O1)N2C=NC3=C(N=CN=C32)N)O)OP(=O)([O-])[O-])O